NC1=C(SC2=NC(=CC=C21)C)C(=O)N[C@@H]2CC=1C(=NC(=CC1)N1C[C@@H]([C@H](C1)OC(C)C)N)OC2 3-amino-N-[(3R)-7-[(3S,4S)-3-amino-4-(propan-2-yloxy)pyrrolidin-1-yl]-2H,3H,4H-pyrano[2,3-b]pyridin-3-yl]-6-methylthieno[2,3-b]pyridine-2-carboxamide